ClC=1C=C(NC2(CCC3(C(=CC4=CC=CC=C34)\C=C\OCC)CC2)C(=O)O)C=CC1 (1r,4r)-4-(3-chloroanilino)-2'-[(E)-2-ethoxyethenyl]spiro[cyclohexane-1,1'-indene]-4-carboxylic acid